CC(C)(C)OC(=O)NC1CNC1 3-N-boc-amino-azetidine